C(C)(C)(C)OC(=O)N1[C@@H](CN([C@H](C1)C)C=1C2=C(N=CN1)N(C=C2C(C)C)C2=NC=CC(=C2)C#N)C (2R,5S)-4-(7-(4-cyanopyridin-2-yl)-5-isopropyl-7H-pyrrolo[2,3-d]pyrimidin-4-yl)-2,5-dimethylpiperazine-1-carboxylic acid tert-butyl ester